(R)-3-(methoxymethyl)-4-(trifluoromethyl)indoline COC[C@H]1CNC2=CC=CC(=C12)C(F)(F)F